NC1CCC(CC1)NC1=NC(=NC=C1C(F)(F)F)NC=1C=C2CCN(CC2=CC1)C([C@H](C)O)=O (S)-1-(6-((4-(((1S,4S)-4-aminocyclohexyl)amino)-5-(trifluoromethyl)pyrimidin-2-yl)amino)-3,4-dihydroisoquinolin-2(1H)-yl)-2-hydroxypropan-1-one